Phenyl (3-(2,6-dimethoxyphenyl)-1-((2-(trimethylsilyl)ethoxy)methyl)-1H-pyrrolo[2,3-b]pyridin-6-yl)carbamate COC1=C(C(=CC=C1)OC)C1=CN(C2=NC(=CC=C21)NC(OC2=CC=CC=C2)=O)COCC[Si](C)(C)C